C(C)(C)(C)OC(N[C@@H](CC1=CC=CC2=CC=CC=C12)C(NCC=1C=C2C=CN=C(C2=CC1)N)=O)=O N-[(1S)-1-{[(1-Aminoisoquinolin-6-yl)methyl]carbamoyl}-2-(naphthalen-1-yl)ethyl]carbamic acid tert-butyl ester